Aminoethyl 2-acetamido-4-O-carboxyethyl-2-deoxy-6-O-sulfonato-α-D-glucopyranoside C(C)(=O)N[C@H]1[C@@H](OCCN)O[C@@H]([C@H]([C@@H]1O)OCCC(=O)O)COS(=O)(=O)[O-]